2-(2-chloro-3-(trifluoromethyl)benzamido)-N-(4-chlorobenzyl)-6,7-dihydro-4H-thieno[3,2-c]pyran-3-carboxamide ClC1=C(C(=O)NC2=C(C=3COCCC3S2)C(=O)NCC2=CC=C(C=C2)Cl)C=CC=C1C(F)(F)F